OC1=C(NCC=C)C=CC=C1 ortho-hydroxy-N-allylaniline